methyl 5,7-dihydroxy-1-isopropyl-3-methyl-1H-pyrazolo[4,3-b]pyridine-6-carboxylate OC1=C(C(=C2C(=N1)C(=NN2C(C)C)C)O)C(=O)OC